monobenzyl-biphenol C(C1=CC=CC=C1)C1=C(C(=CC=C1)O)C=1C(=CC=CC1)O